COC1C=CC2=CC=CC(=C12)C1=CC(=CC(=C1)C)C methoxy-7-(3,5-dimethylphenyl)-1H-indene